NC1=NC2=CC(=CC=C2C=C1Cl)CN(C(=O)C=1C=NC=2CCCNC2C1)C1=C(C=C(C=C1)F)S(=O)(=O)C N-[(2-amino-3-chloroquinolin-7-yl)methyl]-N-(4-fluoro-2-methanesulfonylphenyl)-5,6,7,8-tetrahydro-1,5-naphthyridine-3-carboxamide